tert-butyl 4-(5-(3-(2-cyano-3-((N-ethyl-N-methylsulfamoyl)amino)benzoyl)-1H-pyrrolo[2,3-b]pyridin-5-yl)pyridin-2-yl)piperazine-1-carboxylate C(#N)C1=C(C(=O)C2=CNC3=NC=C(C=C32)C=3C=CC(=NC3)N3CCN(CC3)C(=O)OC(C)(C)C)C=CC=C1NS(N(C)CC)(=O)=O